7-(5-(5-(6-acetyl-3,6-diazabicyclo[3.1.1]heptan-3-yl)-1,3,4-thiadiazol-2-yl)-4-((3-methyloxetan-3-yl)amino)pyridin-2-yl)pyrrolo[1,2-b]pyridazine C(C)(=O)N1C2CN(CC1C2)C2=NN=C(S2)C=2C(=CC(=NC2)C2=CC=C1N2N=CC=C1)NC1(COC1)C